FC(C=1C=C(C=C(C1)C(F)(F)F)C1=NN(C=N1)/C=C(/C(=O)NO)\C=1C=NC=NC1)(F)F (E)-3-(3-(3,5-Bis(trifluorometh-yl)phenyl)-1H-1,2,4-triazol-1-yl)-N-hydroxy-2-(pyrimidin-5-yl)acrylamide